CC1(C(CCCC1)C1=NC(=NC(=C1)OC1=C(C=CC=C1)C)NS(=O)(=O)C=1C=NN(C1)C)C N-[4-(2,2-Dimethylcyclohexyl)-6-(2-methylphenoxy)pyrimidin-2-yl]-1-methyl-pyrazole-4-sulfonamide